(R)-1-(4-((4'-((3-hydroxy-3-methylpiperidin-1-yl)methyl)-[1,1'-biphenyl]-4-yl)methyl)phenyl)-5-methyl-1H-1,2,4-triazole-3-carboxamide O[C@]1(CN(CCC1)CC1=CC=C(C=C1)C1=CC=C(C=C1)CC1=CC=C(C=C1)N1N=C(N=C1C)C(=O)N)C